ClC1=C(C=C2C=C(N=CC2=C1)NC(=O)C1C(C1)C=1OC=CC1)C1CCN(CC1)[C@@]1(COC[C@@H]1O)C N-(7-chloro-6-(1-((3R,4R)-4-hydroxy-3-methyltetrahydrofuran-3-yl)piperidin-4-yl)isoquinolin-3-yl)-2-(furan-2-yl)cyclopropane-1-carboxamide